NC=1C=C2C=CC(=CC2=CC1)S(=O)(=O)NC 6-amino-N-methylnaphthalene-2-sulfonamide